C1(=CC=CC=C1)C(=NC=1C=NC=C(C1)C1(CC(C1)C)C1=NN=CN1C)C1=CC=CC=C1 1,1-diphenyl-N-{5-[(1r,3s)-3-methyl-1-(4-methyl-1,2,4-triazol-3-yl)cyclobutyl]pyridin-3-yl}methanimine